COC1=C(C(=CC=C1)OC)N1C(=NN=C1CCN1CCN(CC1)C)NS(=O)(=O)[C@H]([C@@H](C1=NC=C(C=N1)C)OC)C (1R,2S)-N-(4-(2,6-dimethoxyphenyl)-5-(2-(4-methyl-1-piperazinyl)ethyl)-4H-1,2,4-triazol-3-yl)-1-methoxy-1-(5-methyl-2-pyrimidinyl)-2-propanesulfonamide